trimethylyttrium C[Y](C)C